4-chloro-5-fluorobenzene-1,2-diamine ClC=1C=C(C(=CC1F)N)N